tert-Butyl ((3R,5R)-1-(2-(1-(cyclopropylmethyl)-6-methoxy-1H-indol-2-yl)-3-(2-hydroxyethyl)-4-methoxybenzofuran-6-carbonyl)-5-fluoropiperidin-3-yl)carbamate C1(CC1)CN1C(=CC2=CC=C(C=C12)OC)C=1OC2=C(C1CCO)C(=CC(=C2)C(=O)N2C[C@@H](C[C@H](C2)F)NC(OC(C)(C)C)=O)OC